[Zn].[Al].[Sn] tin aluminum zinc